FC=1C=C(C=CC1)C1=C(N(C(=C1)C)C)C(C(=O)Cl)=O 2-(3-(3-fluorophenyl)-1,5-dimethyl-1H-pyrrol-2-yl)-2-oxoacetyl chloride